C(#N)N1CC(CC1)C(=O)NC=1SC(=CN1)N1CCC2=CC=CC=C12 1-cyano-N-(5-(indolin-1-yl)thiazol-2-yl)pyrrolidine-3-carboxamide